(2,3-Dibromopyridin-4-yl)methanol BrC1=NC=CC(=C1Br)CO